ClC1=CC2=C(N(C(C(N2C)=O)=O)C2CCN(CC2)C=2SC(=CN2)C(=O)NCC)N=C1 2-(4-(7-chloro-1-methyl-2,3-dioxo-2,3-dihydropyrido[2,3-b]pyrazin-4(1H)-yl)piperidin-1-yl)-N-ethylthiazole-5-carboxamide